7,3',4'-trihydroxyisoflavone OC1=CC=C2C(C(=COC2=C1)C1=CC(=C(C=C1)O)O)=O